dimethylene-bis(6-α-methyl-benzyl-p-cresol) CC(C1=CC=CC=C1)C=1C=C(C=C(C1O)CCC1=CC(=CC(=C1O)C(C1=CC=CC=C1)C)C)C